1-((1s,4s)-4-((5-(1-(2,2-difluoroethyl)-1H-benzo[d][1,2,3]triazol-6-yl)-4-methoxy-7H-pyrrolo[2,3-d]pyrimidin-2-yl)amino)cyclohexyl)pyrrolidin-2-one FC(CN1N=NC2=C1C=C(C=C2)C2=CNC=1N=C(N=C(C12)OC)NC1CCC(CC1)N1C(CCC1)=O)F